CC1=C(CC2=C(C(=CC(=C2)C)CC2=C(C=C(C(=C2)C)O)C)O)C=C(C(=C1)O)C 2,6-bis(2,5-dimethyl-4-hydroxybenzyl)-4-methylphenol